ClC1=C(C(=O)N[C@H](C(=O)O)CC2=CC=C(C=C2)N2C(C3(C4=CC=C(C(=C24)F)F)CC3)=O)C(=CC=C1)F (S)-2-(2-chloro-6-fluorobenzamido)-3-(4-(6',7'-difluoro-2'-oxospiro[cyclopropane-1,3'-indoline]-1'-yl)phenyl)propionic acid